NC=1CCC([C@@](N1)(C(F)F)C=1C=C(C=CC1F)NC(=O)C=1N=C(OC1)C)(F)F (S)-N-(3-(6-amino-2-(difluoromethyl)-3,3-difluoro-2,3,4,5-tetrahydropyridin-2-yl)-4-fluorophenyl)-2-methyl-oxazole-4-carboxamide